6-bromo-N-methoxy-N-methylisoquinoline-1-carboxamide BrC=1C=C2C=CN=C(C2=CC1)C(=O)N(C)OC